ClC1=CC=C(C=C1)C1=NNC(=C1O)C1=CC=C(C=C1)C(F)(F)F 3-(4-chlorophenyl)-5-(4-(trifluoromethyl)phenyl)-4-hydroxy-1H-pyrazole